(1S,3S,4S)-N-((S)-1-cyano-2-((S)-2-oxopiperidin-3-yl)ethyl)-5,5-difluoro-2-((S)-2-hydroxy-2-phenylacetyl)-2-azabicyclo[2.2.2]octane-3-carboxamide C(#N)[C@H](C[C@H]1C(NCCC1)=O)NC(=O)[C@H]1N([C@@H]2CC([C@H]1CC2)(F)F)C([C@H](C2=CC=CC=C2)O)=O